N-(4-{[6-(5-chloro-2-fluorophenyl)-3-[(2-hydroxy-ethyl)sulfanyl]pyridazin-4-yl]-amino}pyridin-2-yl)-3-(4-cyclopropylpiperazin-1-yl)-cyclobutane-1-carboxamide ClC=1C=CC(=C(C1)C1=CC(=C(N=N1)SCCO)NC1=CC(=NC=C1)NC(=O)C1CC(C1)N1CCN(CC1)C1CC1)F